C(C)NC1CCN(CC1)C1=C2C=CC(=NC2=C(C=C1)C(=O)NC=1C=C(C=2N(C1)C=C(N2)C)F)C 5-[4-(ethylamino)piperidin-1-yl]-N-{8-fluoro-2-methylimidazo[1,2-a]pyridin-6-yl}-2-methylquinoline-8-carboxamide